C(C)(C)(C)OC(=O)NCC=1C=C(OCCCCCCOCCOCCOCCCCCC(=O)OC)C=CC1F Methyl 6-(2-(2-(6-(3-((tert-butoxycarbonylamino)methyl)-4-fluorophenoxy)hexyl-oxy)-ethoxy)ethoxy)hexanoate